O=C1NC(CCC1N1C(C2=CC=CC(=C2C1=O)NCC=1C=NN(C1C#C)C1CCN(CC1)C(=O)C1(CCC1)C)=O)=O 2-(2,6-dioxopiperidin-3-yl)-4-(((5-ethynyl-1-(1-(1-methylcyclobutane-1-carbonyl)piperidin-4-yl)-1H-pyrazol-4-yl)methyl)amino)isoindoline-1,3-dione